NC1CCN(CC1)C1=CC=C(N=N1)C=1C=C(C(=O)N[C@@H](C=2NC3=CC=CC=C3C2)C2=C(C=CC(=C2)F)O)C=C(C1)C (R)-3-(6-(4-aminopiperidine-1-yl)pyridazine-3-yl)-N-((5-fluoro-2-hydroxyphenyl)(1H-indole-2-yl)methyl)-5-methylbenzamide